C1(=CC=CC=C1)C1(C#CCCCCC1)C1=CC=CC=C1 diphenylcyclooctyne